NC=1C(=NC(=NC1N1[C@H](CN([C@@H](C1)C)C(C(C)C)C1=CC=C(C=C1)Cl)C)Cl)NCC1(CCCC1)O 1-(((5-amino-2-chloro-6-((2S,5R)-4-(1-(4-chlorophenyl)-2-methylpropyl)-2,5-dimethylpiperazin-1-yl)pyrimidin-4-yl)amino)methyl)cyclopentan-1-ol